1-(1-(1-((1-(4-(1-(3-Amino-6-(2-hydroxyphenyl)pyridazin-4-yl)piperidin-3-yl)-3-methylbenzoyl)piperidin-4-yl)methyl)piperidin-4-yl)-1H-indol-4-yl)dihydropyrimidine NC=1N=NC(=CC1N1CC(CCC1)C1=C(C=C(C(=O)N2CCC(CC2)CN2CCC(CC2)N2C=CC3=C(C=CC=C23)N2CNCC=C2)C=C1)C)C1=C(C=CC=C1)O